N-(2-chloroethyl)-4-[[(3R,4R)-1-(2-cyanoacetyl)-4-methyl-3-piperidyl]-methyl-amino]pyrrolo[2,3-d]pyrimidine-7-carboxamide ClCCNC(=O)N1C=CC2=C1N=CN=C2N(C)[C@H]2CN(CC[C@H]2C)C(CC#N)=O